N-hexylurethane C(CCCCC)NC(=O)OCC